BrC1=C(C(=C(C=C1)Cl)NC)N 3-bromo-6-chloro-N1-methyl-benzene-1,2-diamine